BrC1=NC(=CC=C1NC(C)C=1C=C(C=C2C(N3CCCN4N=CC(C12)=C43)=O)C)Cl 10-(1-((2-bromo-6-chloropyridin-3-yl)amino)ethyl)-8-methyl-4,5-dihydro-3H,6H-2,2a,5a-triazaaceanthrylen-6-one